NCC=1C=C(C=CC1)C=1C=CC2=C(C(=C(O2)C(C)O)COC2=C(C=CC(=C2)OC)CC(=O)O)C1 2-(2-((5-(3-(aminomethyl)phenyl)-2-(1-hydroxyethyl)benzofuran-3-yl)methoxy)-4-methoxyphenyl)acetic acid